COC1=C(C=CC(=C1)C(F)(F)F)C=1C=CC2=C(N(C=N2)CC2(COC2)O)C1 3-({6-[2-methoxy-4-(trifluoromethyl)phenyl]-1H-benzimidazol-1-yl}methyl)oxetan-3-ol